2-(furan-2-yl)-6,6,9-trimethyl-3-pentyl-6H-benzo[c]chromen-1-ol O1C(=CC=C1)C1=C(C=2C3=C(C(OC2C=C1CCCCC)(C)C)C=CC(=C3)C)O